4-(3-((5-Bromo-2-((3-methyl-1-(1-methylpiperidin-4-yl)-1H-pyrazol-4-yl)amino)pyrimidin-4-yl)amino)propyl)morpholin-3-on BrC=1C(=NC(=NC1)NC=1C(=NN(C1)C1CCN(CC1)C)C)NCCCN1C(COCC1)=O